4-(2-formyl-5-(methoxymethyl)-1H-pyrrol-1-yl)butanoic acid C(=O)C=1N(C(=CC1)COC)CCCC(=O)O